N1C(C2(C=3C1=NC=CC3)CCOCC2)=O 2,3,5,6-tetrahydro-spiro[pyran-4,3'-pyrrolo[2,3-b]pyridin]-2'(1'H)-one